docosatetraenoic acid ammonium salt [NH4+].C(C=CC=CC=CC=CCCCCCCCCCCCCC)(=O)[O-]